[2-(propan-2-yloxy)phenyl]sulfamoyl-(phenyl)-1-(pyridin-3-ylmethyl)urea CC(C)OC1=C(C=CC=C1)NS(=O)(=O)NC(N(CC=1C=NC=CC1)C1=CC=CC=C1)=O